NC=1C(=CC(=C(C1)C1=C(C(=C(C(=C1F)F)O)F)F)F)O 5'-amino-2,2',3,5,6-pentafluoro-[1,1'-biphenyl]-4,4'-diol